1,1-bis(2-hydroxy-3,5-di-tert-butylphenyl)ethane OC1=C(C=C(C=C1C(C)(C)C)C(C)(C)C)C(C)C1=C(C(=CC(=C1)C(C)(C)C)C(C)(C)C)O